COC(C(CC(=O)[O-])=O)NC methoxy-N-methylamino-acetoacetate